ClC1=C(C=CC=C1NC1=CN=CC2=CC=CC=C12)[C@@]1(CC(N(C(N1)=N)C1CCOCC1)=O)C (6S)-6-[2-Chloro-3-(isoquinolin-4-ylamino)phenyl]-2-imino-6-methyl-3-(tetrahydropyran-4-yl)hexahydropyrimidin-4-one